CN(C1=NC2=C(N1)C=C(C(=C2)N)[2H])C N2,N2-dimethyl-1H-benzo[d]imidazol-2,5-diamine-6-d